5-hydroxy-2-(2-methoxy-6-(trifluoromethyl)phenyl)isonicotinic acid OC1=CN=C(C=C1C(=O)O)C1=C(C=CC=C1C(F)(F)F)OC